ClC1=CC=C2C(=C(N3C(C2=C1Cl)=NC=N3)C(=O)O)O 9,10-dichloro-6-hydroxy-[1,2,4]triazolo[5,1-a]isoquinoline-5-carboxylic acid